O1C(C(CC2=CC=CC=C12)O)C1=CC=CC=C1 flavan-ol